CNC(C(CCC(C(=O)N)NC(=O)C1=NC(=NO1)C1(CC1)C)=O)=O N6-methyl-2-(3-(1-methylcyclopropyl)-1,2,4-oxadiazol-5-carboxamido)-5-oxohexandiamid